C(C)(C)(C)N(C(CN1C(C2=CC=C(C=C2C1=O)C1=NC(=NC=C1Cl)NC1CCOCC1)CC(=O)O)=O)C 2-(2-(2-(tert-butyl(methyl)amino)-2-oxoethyl)-5-(5-chloro-2-((oxan-4-yl)amino)pyrimidin-4-yl)-3-oxoisoindolin-1-yl)acetic acid